CCCCCCCC(=O)OC1=CC2=CC=CC=C2C=C1 The molecule is a octanoate ester obtained by formal condensation of the carboxy group of octanoic acid with the hydroxy group of 2-naphthol. It has a role as a chromogenic compound. It is an octanoate ester, an aromatic ester and a member of naphthalenes. It derives from a 2-naphthol.